ClC1=CC(=C(C=C1)CC(=O)C1=CNC2=C(C(=CC=C12)F)C)OC 2-(4-chloro-2-methoxyphenyl)-1-(6-fluoro-7-methyl-1H-indol-3-yl)ethanone